6-(3-(4-cyclobutylphenyl)-2-methylpropyl)-2-thia-6-azaspiro[3.4]octane 2,2-dioxide C1(CCC1)C1=CC=C(C=C1)CC(CN1CC2(CS(C2)(=O)=O)CC1)C